FC1=CC=C(C=N1)C=1N(C(=C(N1)CNCC1=CC=C(C=C1)OC)C(=O)OCC)C ethyl 2-(6-fluoropyridin-3-yl)-4-(((4-methoxybenzyl)amino)methyl)-1-methyl-1H-imidazole-5-carboxylate